2-(2'-Hydroxy-3',5'-ditert.butylphenyl)-5-chloro-benzotriazole OC1=C(C=C(C=C1C(C)(C)C)C(C)(C)C)N1N=C2C(=N1)C=CC(=C2)Cl